1H-indol-3-yl beta-D-glucopyranoside O([C@H]1[C@H](O)[C@@H](O)[C@H](O)[C@H](O1)CO)C1=CNC2=CC=CC=C12